(S)-(-)-1,1-bi-2-naphthol C1=CC=C2C(=C1)C=CC(=C2C3=C(C=CC4=CC=CC=C43)O)O